ClC1=NC=C(C(=N1)NCC1=CC=C(C=C1)C=1N(C=C(N1)C(F)(F)F)C)O 2-chloro-4-(4-(1-methyl-4-(trifluoromethyl)-1H-imidazol-2-yl)benzyl-amino)-5-hydroxypyrimidine